BrC1=CC=2NC(C=3N(C2N=C1)N=C(C3)Cl)=O 7-bromo-2-chloropyrazolo[1,5-a]pyrido[3,2-e]pyrazin-4(5H)-one